bromocaproic acid BrC(C(=O)O)CCCC